FC=1C=C2C=NN(C2=CC1C=1C=2C(=NN(C2C=CC1)CC(=O)N(C)CC(=O)OCC)C1CCNCC1)C ethyl 2-{2-[5'-fluoro-1'-methyl-3-(piperidin-4-yl)-[4,6'-biindazol]-1-yl]-N-methylacetamido}acetate